4-(4-propenylpiperazin-1-yl)-7-(2-amino-7-fluorobenzo[d]thiazol-4-yl)-8-fluoro-2-(((3R,4R)-4-methoxy-1-methylpyrrolidin-3-yl)oxy)-1,6-naphthyridine-3-carbonitrile C(=CC)N1CCN(CC1)C1=C(C(=NC2=C(C(=NC=C12)C1=CC=C(C2=C1N=C(S2)N)F)F)O[C@@H]2CN(C[C@H]2OC)C)C#N